O=C1NC(CCC1N1C(C2=CC=CC(=C2C1=O)NCCCCCCCNC(C1=CC=C(C(=O)NC2=CC3=C(NC(=N3)CN3[C@H](CCC3)C)C=C2)C=C1)=O)=O)=O N1-(7-((2-(2,6-dioxopiperidin-3-yl)-1,3-dioxoisoindolin-4-yl)amino)heptyl)-N4-(2-(((S)-2-methylpyrrolidin-1-yl)methyl)-1H-benzo[d]imidazol-5-yl)terephthalamide